(S)-6-((benzo[d]thiazol-7-yl(1-(oxetan-3-yl)-1H-1,2,3-triazol-4-yl)methyl)amino)-8-chloro-4-((5,6-difluoropyridin-3-yl)amino)quinoline-3-carbonitrile S1C=NC2=C1C(=CC=C2)[C@@H](C=2N=NN(C2)C2COC2)NC=2C=C1C(=C(C=NC1=C(C2)Cl)C#N)NC=2C=NC(=C(C2)F)F